C1=CC=CC=2C3=CC=CC=C3C(C12)COC(=O)N[C@H](C(=O)ON1C(CCC1=O)=O)CCC(=O)[O-] (2,5-dioxopyrrolidin-1-yl) (2S)-2-(9H-fluoren-9-ylmethoxycarbonylamino)pentanedioate